(Z)-2-(4-((1-(2-(2,6-dioxopiperidin-3-yl)-1,3-dioxoisoindol-4-yl)piperidin-4-yl)methyl)piperazin-1-yl)-N-(5-((5-fluoro-2-oxoindole-3-ylidene)methyl)-4-methyl-1H-pyrrol-3-yl)acetamide O=C1NC(CCC1N1C(C2=CC=CC(=C2C1=O)N1CCC(CC1)CN1CCN(CC1)CC(=O)NC1=CNC(=C1C)\C=C\1/C(NC2=CC=C(C=C12)F)=O)=O)=O